N-(3-acetamido-2,4-difluorophenyl)-5-((1R,3R)-2,2-dichloro-3-(4-fluoro-3-(trifluoromethyl)phenyl)cyclopropane-1-carboxamido)-2-fluorobenzamide C(C)(=O)NC=1C(=C(C=CC1F)NC(C1=C(C=CC(=C1)NC(=O)[C@@H]1C([C@H]1C1=CC(=C(C=C1)F)C(F)(F)F)(Cl)Cl)F)=O)F